C(N)(=O)CCC(C(=O)O)N1C(C2=CC=CC(=C2C1=O)NCC=1OC=CC1)=O 4-carbamoyl-2-{4-[(furan-2-yl-methyl)-amino]-1,3-dioxo-1,3-dihydro-isoindol-2-yl}-butyric acid